COC1=CC=C(C=C1)P(C1=CC=C(C=C1)OC)CCN(C)CCP(C1=CC=C(C=C1)OC)C1=CC=C(C=C1)OC bis((di(4-methoxyphenyl)phosphinomethyl)methyl)methylamine